CC=1C=C(C=CC1NC1=NNC(=C1)C1=CC=C(C=C1)N1C(CCC1)=O)NC(C)=O N-(3-methyl-4-((5-(4-(2-oxopyrrolidin-1-yl)phenyl)-1H-pyrazol-3-yl)amino)phenyl)acetamid